(biphenylyl)[di(phenyl)triazinyl](biphenylyl)[di(phenyl)triazinyl]dibenzofuran C1(=C(C=CC=C1)C1=C(C(=C(C2=C1OC1=C2C=CC=C1)C1=NN=NC(=C1C1=CC=CC=C1)C1=CC=CC=C1)C1=C(C=CC=C1)C1=CC=CC=C1)C1=NN=NC(=C1C1=CC=CC=C1)C1=CC=CC=C1)C1=CC=CC=C1